COC1=C(C=CC(=C1)C(F)(F)F)S(=O)(=O)O 2-Methoxy-4-(trifluoromethyl)benzenesulfonic Acid